ClC1=NC=C(C2=C1C=CN2)C#N 4-chloro-1H-pyrrolo[3,2-c]pyridine-7-carbonitrile